C(C1=CC=CC=C1)N1N=C(N=C1)C(=O)NC1C(N(C=2N(CC1)N=C(C2)C=2C=NN(C2)CC)C)=O 1-benzyl-N-[2-(1-ethylpyrazol-4-yl)-4-methyl-5-oxo-7,8-dihydro-6H-pyrazolo[1,5-a][1,3]diazepin-6-yl]-1,2,4-triazole-3-carboxamide